5-((4-(trifluoromethyl)piperidin-1-yl)methyl)thiophen FC(C1CCN(CC1)CC1=CC=CS1)(F)F